C(C)(C)(C)[Si](OCCOCCOC=1N(N=CC1B1OC(C(O1)(C)C)(C)C)C)(C)C tert-butyl-dimethyl-[2-[2-[2-methyl-4-(4,4,5,5-tetramethyl-1,3,2-dioxaborolan-2-yl)pyrazol-3-yl]oxyethoxy]ethoxy]silane